NC1=C2N(C(N(C2=NC(=N1)[S@](=O)(=N)CC)CC1=CC=C(C=C1)F)=O)C(=O)N(CCC)C 6-amino-2-[S(S)-ethylsulphonimidoyl]-9-[(4-fluorophenyl)methyl]-N-methyl-8-oxo-N-propyl-purine-7-carboxamide